N1=CC=CC=2CN(CCC12)C1=C(C(=C(N=N1)C(=O)NCC1=NC=CC=C1)C)C 6-(7,8-dihydro-5H-1,6-naphthyridin-6-yl)-4,5-dimethyl-N-(2-pyridylmethyl)pyridazine-3-carboxamide